4-amino-9-(2-((1R,3S,5R)-3-((6-bromopyridin-2-yl)carbamoyl)-5-methyl-2-azabicyclo[3.1.0]hexan-2-yl)-2-oxoethyl)-8-methyl-9H-pyrimido[4,5-b]indole-6-carboxylic acid NC1=NC=NC=2N(C3=C(C=C(C=C3C21)C(=O)O)C)CC(=O)N2[C@@H]1C[C@@]1(C[C@H]2C(NC2=NC(=CC=C2)Br)=O)C